C1(CC1)CON=C(NC(CC1=CC=CC=C1)=O)C1=C(C(=CC=C1OC(F)F)F)F N-(cyclopropylmethoxyimino-(6-difluoromethoxy-2,3-difluorophenyl)-methyl)-2-phenylacetamide